2-chloro-5-isopropyl-7-(2,2,6,6-tetrafluoromorpholino)-5H-pyrrolo[3,2-d]pyrimidine ClC=1N=CC2=C(N1)C(=CN2C(C)C)N2CC(OC(C2)(F)F)(F)F